5-(2,6-dichloro-4-(6-(difluoromethyl)-3,5-dioxo-4,5-dihydro-1,2,4-triazin-2(3H)-yl)phenoxy)-N-((1r,3r)-3-hydroxycyclobutyl)-2-methoxybenzenesulfonamide ClC1=C(OC=2C=CC(=C(C2)S(=O)(=O)NC2CC(C2)O)OC)C(=CC(=C1)N1N=C(C(NC1=O)=O)C(F)F)Cl